tert-butyl 4-[[1-[2-(methylamino)-2-oxo-ethyl]triazol-4-yl]methyl]-3-oxo-piperazine-1-carboxylate CNC(CN1N=NC(=C1)CN1C(CN(CC1)C(=O)OC(C)(C)C)=O)=O